ClC1=CC=C(C(=N1)N(C)C)[N+](=O)[O-] 6-chloro-N,N-dimethyl-3-nitropyridin-2-amine